Hexachloroantimonat Cl[Sb-](Cl)(Cl)(Cl)(Cl)Cl